FC(OC1=CC=C(C=C1)N1N=C(C(=C1C(F)(F)F)C(=O)O)C)F 1-(4-(difluoromethoxy)phenyl)-3-methyl-5-(trifluoromethyl)-1H-pyrazole-4-carboxylic acid